O1C=CC2=C1C=CC(=C2)C=2C=C1CN(CC1=CC2)C(=O)NC2=CNC1=CC(=C(C=C21)F)F 5-(benzofuran-5-yl)-N-(5,6-difluoro-1H-indol-3-yl)isoindoline-2-carboxamide